C1(CC1)C1=C(C(=CC=C1)O)C1=C(C=C2C(=NC(=NC2=C1)OC[C@]12CCCN2C[C@@H](C1)F)N1[C@@H](CN(CC1)C(C=C)=O)C)F 1-((3R)-4-(7-(2-cyclopropyl-6-hydroxyphenyl)-6-fluoro-2-(((2R,7aS)-2-fluorotetrahydro-1H-pyrrolizin-7a(5H)-yl)methoxy)quinazolin-4-yl)-3-methylpiperazin-1-yl)prop-2-en-1-one